(R)-(6-((3,4-dichlorophenyl)sulfonyl)-1-(4-fluorophenyl)-4,4a,5,6,7,8-hexahydro-1H-pyrazolo[3,4-g]isoquinolin-4a-yl)(pyridin-2-yl)methanone ClC=1C=C(C=CC1Cl)S(=O)(=O)N1C[C@]2(CC3=C(C=C2CC1)N(N=C3)C3=CC=C(C=C3)F)C(=O)C3=NC=CC=C3